5-Nitro-1-vinyl-1H-indole [N+](=O)([O-])C=1C=C2C=CN(C2=CC1)C=C